ClC=1C(=NC=CC1)C1=CC=C(C=C1)C1CN(C1)C(=O)N1C[C@@H]2[C@@H](OCC(N2)=O)CC1 (4aR,8aS)-6-[3-[4-(3-Chloro-2-pyridyl)phenyl]azetidine-1-carbonyl]-4,4a,5,7,8,8a-hexahydropyrido[4,3-b][1,4]oxazin-3-one